FC1=CC=C(OC=2C=CC(=NC2)NC(C(C)N2CCN(CC2)C(=O)C2=C(C=[N+](C=C2)[O-])C(F)(F)F)=O)C=C1 4-(4-(1-((5-(4-fluorophenoxy)pyridin-2-yl)amino)-1-oxopropan-2-yl)piperazine-1-carbonyl)-3-(trifluoromethyl)pyridine 1-oxide